nitrogen 4-N-bromosuccinimide BrN1C(CCC1=O)=O.[N]